2-amino-6-borono-2-(1-(6-methyl-4-(trifluoromethyl)pyridin-2-yl)piperidin-4-yl)hexanoic acid NC(C(=O)O)(CCCCB(O)O)C1CCN(CC1)C1=NC(=CC(=C1)C(F)(F)F)C